COC(C1=C(C=CC=C1)C1=NC(=NC=C1)NC1=CC(=C(C=C1)C(F)(F)F)N)=O 2-(2-((3-amino-4-(trifluoromethyl)phenyl)amino)pyrimidin-4-yl)benzoic acid methyl ester